1-(1-(4-(5-(2-hydroxypropan-2-yl)pyridin-2-yl)benzyl)-1H-indol-5-yl)-5-methyl-1H-pyrazole-3-carboxamide OC(C)(C)C=1C=CC(=NC1)C1=CC=C(CN2C=CC3=CC(=CC=C23)N2N=C(C=C2C)C(=O)N)C=C1